COC(=O)C1C(NC(C1(C)C)=O)C1=CC=CC=C1 4,4-dimethyl-5-oxo-2-phenyl-pyrrolidine-3-carboxylic acid methyl ester